7-oxo-9-oxa-2,6-diazaspiro[4.5]decane-2-carboxylate O=C1NC2(CCN(C2)C(=O)[O-])COC1